N-(2-aminophenyl)-4-((4-((((1S,2R)-2-(4-(1-methyl-6-oxo-1,6-dihydropyridin-3-yl)phenyl)cyclopropyl)amino)methyl)piperidin-1-yl)methyl)benzamide NC1=C(C=CC=C1)NC(C1=CC=C(C=C1)CN1CCC(CC1)CN[C@@H]1[C@H](C1)C1=CC=C(C=C1)C1=CN(C(C=C1)=O)C)=O